FC=1C(=NC=C(C1)F)C(C=1C=CC(=C2N=C(SC21)C)O)N2CC(OCC2)(C)C 7-((3,5-difluoropyridin-2-yl)(2,2-dimethylmorpholino)methyl)-2-methylbenzo[d]thiazol-4-ol